ClC1=CC=C2C(=N1)C(N(C21CCN(CC1)CC(F)(F)F)C)=O 2'-chloro-6'-methyl-1-(2,2,2-trifluoroethyl)spiro[piperidine-4,5'-pyrrolo[3,4-b]pyridin]-7'(6'H)-one